CC(C#CC=1C=C(C=C2C(=NNC12)N)C1=CC(=NC=C1)NCCCOC)(C)C 7-(3,3-Dimethylbut-1-yn-1-yl)-5-(2-((3-methoxypropyl)amino)pyridine-4-yl)-1H-indazol-3-amine